C(C1=CC=CC=C1)N1S(C(=C(C2=C1C=CC=C2)O)C2=C(C=CC=C2)[N+](=O)[O-])(=O)=O 1-benzyl-3-(2-nitrophenyl)-1H-2,1-benzothiazin-4-ol 2,2-dioxide